ClC=1C2=CN(N=C2C=CC1C1=CN(C2=NC(=CN=C21)N2[C@@H]1[C@@H]([C@@H](C[C@H]2CC1)NC(OCC1=CC=CC=C1)=O)F)S(N(C)C)(=O)=O)C Benzyl N-[(1S,2R,3R,5R)-8-[7-(4-chloro-2-methyl-2H-indazol-5-yl)-5-(dimethylsulfamoyl)-5H-pyrrolo[2,3-b]pyrazin-3-yl]-2-fluoro-8-azabicyclo[3.2.1]octan-3-yl]carbamate